3-((3-bromophenyl)seleno)-2-phenyl-4H-pyridine BrC=1C=C(C=CC1)[Se]C1C(=NC=CC1)C1=CC=CC=C1